methylimidazole hydrobromide Br.CC=1NC=CN1